FC(C(=O)[O-])(F)F.FC1=C(C(=CC(=C1)C(=O)C1=CC=C2C(=CC=CN12)C=1C=C2C(N(CC2=CC1C(F)(F)F)C)=O)F)NC(/C=C/CC1(CCC(CC1)[NH3+])OC)=O (E)-4-((2,6-difluoro-4-(8-(2-methyl-3-oxo-6-(trifluoromethyl)isoindolin-5-yl)indolizine-3-carbonyl)phenylamino)-4-oxobut-2-en-1-yl)-4-methoxycyclohexan-1-aminium 2,2,2-trifluoroacetate